2,7-dimethoxyspiro[fluorene-9,9'-thioxanthene] Europium Borohydride [BH4-].[Eu+3].COC1=CC2=C(C=C1)C1=CC=C(C=C1C21C2=CC=CC=C2SC=2C=CC=CC12)OC.[BH4-].[BH4-]